5-[(5-chloropyrimidin-2-yl)methyl]-4-(3,4-difluorophenyl)-2-methylsulfanyl-pyrimidine ClC=1C=NC(=NC1)CC=1C(=NC(=NC1)SC)C1=CC(=C(C=C1)F)F